ClC1=NC=C(C(=N1)NC1CCOCC1)C(=O)OCC Ethyl chloro-4-((tetrahydro-2H-pyran-4-yl)amino)pyrimidine-5-carboxylate